ClC=1C=C(NC2=NC=NC3=CC(=C(C=C23)OCCCN2CCOCC2)OC)C=CC1F 4-(3'-chloro-4'-fluoroanilino)-7-methoxy-6-(3-morpholinopropoxy)quinazolin